COC1=C(C=CC(=C1)OC)CNC1=NC=CC2=C(C=CC=C12)NCC12CN(C(C1)(C2)C(=O)OC)C(=O)OCC2=CC=CC=C2 2-O-benzyl 1-O-methyl 4-[[[1-[(2,4-dimethoxyphenyl)methylamino]isoquinolin-5-yl]amino]methyl]-2-azabicyclo[2.1.1]hexane-1,2-dicarboxylate